(1S,2S)-N-(6-(5-chloro-6-fluoro-7-(1-methyl-1H-pyrrol-2-yl)-1H-indazol-4-yl)imidazo[1,2-a]pyridin-2-yl)-2-fluorocyclopropane-1-carboxamide ClC=1C(=C2C=NNC2=C(C1F)C=1N(C=CC1)C)C=1C=CC=2N(C1)C=C(N2)NC(=O)[C@H]2[C@H](C2)F